4-(3-aminophenoxy)-N-(1-methyl-1H-pyrazol-4-yl)-5-(4-(trifluoromethyl)phenyl)pyrimidin-2-amine NC=1C=C(OC2=NC(=NC=C2C2=CC=C(C=C2)C(F)(F)F)NC=2C=NN(C2)C)C=CC1